FC1=C(C(=CC=C1)C)N1CCC(CC1)N1C(N(C=2C(C1)=CN(N2)C2COC2)CC2=C(C=CC=C2)C(F)(F)F)=O 5-[1-(2-Fluoro-6-methyl-phenyl)-piperidin-4-yl]-2-oxetan-3-yl-7-(2-trifluoromethyl-benzyl)-2,4,5,7-tetrahydro-pyrazolo[3,4-d]pyrimidin-6-on